tert-Butyl 2-((2,6-dimethoxy-4-(4,4,5,5-tetramethyl-1,3,2-dioxaborolan-2-yl)benzyl)(methyl)amino)acetate COC1=C(CN(CC(=O)OC(C)(C)C)C)C(=CC(=C1)B1OC(C(O1)(C)C)(C)C)OC